C(C)(C)(C)N(C(O)=O)CC[C@H](C#CC)NC=1SC2=C(N1)C1=C(C=C2)OCCO1.N1C(NCCC1)=O |r| tetrahydropyrimidin-2(1H)-one tert-butyl-(RS)-(3-((7,8-dihydro-[1,4]dioxino[2',3':5,6]benzo[1,2-d]thiazol-2-yl)amino)hex-4-yn-1-yl)carbamate